(S)-2-(6-(3-fluoropyrrolidin-1-yl)pyridin-3-yl)-4,5-dihydro-6H-pyrrolo[3,4-d]oxazol-6-one F[C@@H]1CN(CC1)C1=CC=C(C=N1)C=1OC2=C(N1)CNC2=O